1-(2,6-dimethylmorpholino)-6-(naphthalen-1-yl)-3-(piperazin-1-yl)-5,6,7,8-tetrahydro-2,6-naphthyridine-4-carbonitrile Hydrochloride Cl.CC1OC(CN(C1)C1=NC(=C(C=2CN(CCC12)C1=CC=CC2=CC=CC=C12)C#N)N1CCNCC1)C